3-(naphthalene-2-yl)acrolein C1=C(C=CC2=CC=CC=C12)C=CC=O